tert-butyl 4-[7-benzyl-2-(3-morpholinopropoxy)-6,8-dihydro-5H-pyrido[3,4-d]pyrimidin-4-yl]-3-[[tert-butyl(diphenyl)silyl]oxymethyl]piperazine-1-carboxylate C(C1=CC=CC=C1)N1CC=2N=C(N=C(C2CC1)N1C(CN(CC1)C(=O)OC(C)(C)C)CO[Si](C1=CC=CC=C1)(C1=CC=CC=C1)C(C)(C)C)OCCCN1CCOCC1